1-benzyl-4,5-diiodo-1H-imidazole C(C1=CC=CC=C1)N1C=NC(=C1I)I